octyl-propyl-dimethyl-ammonium chloride [Cl-].C(CCCCCCC)[N+](C)(C)CCC